1-(3,8-diazabicyclo[3.2.1]octan-3-yl)-3-(((2R)-2-fluorotetrahydro-1H-pyrrolizin-7a(5H)-yl)methoxy)-6-(3-hydroxynaphthalen-1-yl)-5,6,7,8-tetrahydro-2,6-naphthyridine-4-carbonitrile C12CN(CC(CC1)N2)C2=NC(=C(C=1CN(CCC21)C2=CC(=CC1=CC=CC=C21)O)C#N)OCC21CCCN1C[C@@H](C2)F